methyl-7-(4-n-butyl-phenyl)quinoline iodonium salt [IH2+].CC1=NC2=CC(=CC=C2C=C1)C1=CC=C(C=C1)CCCC